C1(CCC(CC1)(C(C)C)C(=O)OC(C(=O)[O-])CCCCCCCCC)C.[Na+] sodium (4-menthylcarbonyloxy)undecanoate